(S)-methyl 3-(3-(5-(2-(difluoromethyl)-3-fluoro-4-(N-(1,1,1-trifluoropropan-2-yl) sulfamoyl) phenyl)-4-(hydroxymethyl) thiazol-2-yl) isoxazol-5-yl)-2,2-dimethylpropanoate FC(C1=C(C=CC(=C1F)S(N[C@H](C(F)(F)F)C)(=O)=O)C1=C(N=C(S1)C1=NOC(=C1)CC(C(=O)OC)(C)C)CO)F